O=C1NC(CCC1C=1C=C(C(=NC1)N1CCC2(CN(C2)C(=O)OC(C)(C)C)CC1)F)=O tert-butyl 7-[5-(2,6-dioxo-3-piperidyl)-3-fluoro-2-pyridyl]-2,7-diazaspiro[3.5]nonane-2-carboxylate